Cl.NCC(O)C1=CC=C(C=C1)[N+](=O)[O-] 2-amino-1-(4-nitrophenyl)ethanol hydrochloride